Imino-Phenol N=C1C(C=CC=C1)O